FC=1C=C(C=C(C1C)F)C=1N=NN(C1)[C@@H]1[C@H]([C@@H](O[C@H]2[C@@H]1OC(OC2)(C)C)C(=O)O)OC (4aR,6R,7R,8R,8aR)-8-(4-(3,5-difluoro-4-methylphenyl)-1H-1,2,3-triazol-1-yl)-7-methoxy-2,2-dimethylhexahydropyrano[3,2-d][1,3]dioxine-6-carboxylic acid